(R)-1-(3-(3-chloro-5-(6-methoxypyridin-2-yl)phenyl)morpholino)prop-2-en-1-one ClC=1C=C(C=C(C1)C1=NC(=CC=C1)OC)[C@@H]1COCCN1C(C=C)=O